BrC1=C(SC(=C1Br)CC)S(=O)(=O)Cl 3,4-dibromo-5-ethyl-thiophene-2-sulfonyl chloride